1-stearoyl-rac-glycerol C(CCCCCCCCCCCCCCCCC)(=O)OC[C@H](O)CO |r|